C1(CC1)C1=C(C(=NO1)C1=C(C=NC=C1Cl)Cl)C1=CC2(C1)CCN(CC2)C=2C=C1C(=CC(=NC1=CC2)C(=O)O)C 6-(2-(5-cyclopropyl-3-(3,5-dichloropyridin-4-yl)isoxazol-4-yl)-7-azaspiro[3.5]non-1-en-7-yl)-4-methylquinoline-2-carboxylic acid